3-((Tert-butylsulfinyl)amino)-3-ethyloct-7-enoic acid methyl ester COC(CC(CCCC=C)(CC)NS(=O)C(C)(C)C)=O